8-(1-(2,2-difluoroethyl)-1H-pyrazolo[3,4-b]pyrazin-6-yl)-1-ethyl-2-(6-(trifluoromethyl)pyridin-3-yl)-2,8-diazaspiro[4.5]decan-3-one FC(CN1N=CC=2C1=NC(=CN2)N2CCC1(CC(N(C1CC)C=1C=NC(=CC1)C(F)(F)F)=O)CC2)F